N1CC(CCC1)C1=CC=CC(=N1)C=1C=NN2C1C=CC=C2 3-(6-(piperidin-3-yl)pyridin-2-yl)pyrazolo[1,5-a]pyridine